lithium 2-(1-(2-cyclopropylpyridin-4-yl)azetidin-3-yl)acetate C1(CC1)C1=NC=CC(=C1)N1CC(C1)CC(=O)[O-].[Li+]